C(C1=CC=CC=C1)N1N=CC(=C1C)C(C(C)N1N=C(C=CC1=O)Br)=O 2-(1-(1-Benzyl-5-methyl-1H-pyrazol-4-yl)-1-oxopropan-2-yl)-6-bromopyridazin-3(2H)-one